N-(3,3-difluoropiperidin-4-yl)-2-(3-((2-methoxy-4-(methylsulfonyl)phenyl)amino)prop-1-yn-1-yl)-1-(2,2,2-trifluoroethyl)-1H-indol-4-amine FC1(CNCCC1NC=1C=2C=C(N(C2C=CC1)CC(F)(F)F)C#CCNC1=C(C=C(C=C1)S(=O)(=O)C)OC)F